(1r,4r)-4-((2-chloroacetamido)methyl)-N-(3,4-bis(1,3-dioxolan-2-yl)phenethyl)cyclohexane-1-carboxamide ClCC(=O)NCC1CCC(CC1)C(=O)NCCC1=CC(=C(C=C1)C1OCCO1)C1OCCO1